acetylmethylphosphinate-O-benzyl oxime C(C1=CC=CC=C1)ON=C(C)P([O-])(=O)C